OC1(C(\C=C\CCCC1)O)CC(=O)NCCCC[C@H](N)C(=O)O N6-(2-((E)-1,2-dihydroxycyclooct-3-en-1-yl)acetyl)-L-lysine